C(C)N1C=NC2=C1C=C(C(=C2F)C#CC2=NN(C(=C2C(=O)N)NCCCN2CCOCC2)[C@@H]2CN(CC2)C(C=C)=O)F 3-[2-(1-ethyl-4,6-difluoro-1,3-benzodiazol-5-yl)ethynyl]-5-[[3-(morpholin-4-yl)propyl]amino]-1-[(3S)-1-(prop-2-enoyl)pyrrolidin-3-yl]pyrazole-4-carboxamide